C1(CCCCC1)P(C1=C(C=CC=C1)C1=C(C=C(C=C1C(C)C)C(C)C)C(C)C)C1CCCCC1 Dicyclohexyl[2',4',6'-tris(propan-2-yl)-[1,1'-biphenyl]-2-yl]phosphane